1-[4-(di-tert-butylsilyl)phenyl]-1-[4-(N,N-dimethylamino)phenyl]ethylene C(C)(C)(C)[SiH](C1=CC=C(C=C1)C(=C)C1=CC=C(C=C1)N(C)C)C(C)(C)C